NC=1C=C(C=CC1)C(=O)C1=C(C=CC(=C1)N)O (5-amino-2-hydroxyphenyl) (3-aminophenyl) ketone